[C@H]12CN(C[C@H](CC1)N2)C2=NC(=NC1=CC(=CC=C21)C2=CC(=CC1=CC=CC=C21)O)CNC2CC(C2)O 4-(4-((1R,5S)-3,8-diazabicyclo[3.2.1]octan-3-yl)-2-(((3-hydroxycyclobutyl)amino)methyl)quinazolin-7-yl)naphthalen-2-ol